N1CCC(CC1)C=1SC(=CN1)NC1=NC=CC(=N1)C1=CC=C(C=C1)NC(=O)C1CC1 N-(4-(2-((2-(piperidin-4-yl)thiazol-5-yl)amino)pyrimidin-4-yl)phenyl)cyclopropanecarboxamide